N1(CCCCC1)C/C=C/C(=O)Cl (E)-4-(piperidin-1-yl)but-2-enoyl chloride